ClC1=CC2=C(NC(=N2)CNC=2C=3N(N=C(C2)N2CCOCC2)C(=CN3)C=3C(=NOC3C)C)C=C1Cl N-((5,6-dichloro-1H-benzo[d]imidazol-2-yl)methyl)-3-(3,5-dimethylisoxazol-4-yl)-6-morpholinoimidazo[1,2-b]pyridazin-8-amine